FC1=C(C=CC(=C1)F)C1(CC1)CNC(=O)C1CCN(CC1)C1=NC(=NO1)C1=CC=C(C=C1)OC N-((1-(2,4-difluorophenyl)cyclopropyl)methyl)-1-(3-(4-methoxyphenyl)-1,2,4-oxadiazol-5-yl)piperidine-4-carboxamide